CCC(=O)/C=C/C=C\\C[C@H](/C=C/C=C/C=C\\[C@H](CCCC(=O)O)O)O The molecule is a nonclassic icosanoid that is (6Z,8E,10E,14Z,16E)-icosa-6,8,10,14,16-pentaenoic acid carrying two hydroxy groups at positions 5 and 12 as well as an oxo group at position 18. It has a role as a human xenobiotic metabolite. It is a nonclassic icosanoid, a long-chain fatty acid, an oxo fatty acid, an enone and a hydroxy polyunsaturated fatty acid. It is a conjugate acid of a 18-oxoresolvin E1(1-).